6,9-dibromo-1-[4-(tert-butyl)phenyl]-2-(pyridin-4-yl)-1H-phenanthro[9,10-d]imidazole BrC=1C=CC2=C(C1)C1=CC(=CC=C1C=1N(C(=NC12)C1=CC=NC=C1)C1=CC=C(C=C1)C(C)(C)C)Br